ClCC=1COC2(CCCC2)CC1C1=CC=C(C=C1)F 8-(chloromethyl)-9-(4-fluorophenyl)-6-oxaspiro[4.5]dec-8-ene